NC1=NC=CC(=C1Cl)SC=1N=CC(=NC1)N1CCC2(CC1)[C@@H](C1=C(N=C(S1)Cl)C2)N (S)-1'-(5-((2-amino-3-chloropyridin-4-yl)thio)pyrazin-2-yl)-2-chloro-4,6-dihydrospiro[cyclopenta[d]thiazole-5,4'-piperidin]-6-amine